2,5-dioxopyrrolidin-1-yl 4-(4-iodophenyl)butanoate IC1=CC=C(C=C1)CCCC(=O)ON1C(CCC1=O)=O